ClC=1C=C(C=CC1N1N=CC=N1)NC(=O)C=1C=NN(C1C1CC1)C1=CC=CN2C1=NC=CC2=C=O N-(3-chloro-4-(2H-1,2,3-triazol-2-yl)phenyl)-5-cyclopropyl-1-(4-carbonyl-4H-pyrido[1,2-a]pyrimidin-9-yl)-1H-pyrazole-4-carboxamide